2-isocyano-4-fluorobenzonitrile [N+](#[C-])C1=C(C#N)C=CC(=C1)F